O1C=C(C=C1)C1=CC2=C(C3NC(N(C(O2)(C3)C)C3=CC(=CC=C3)C(=O)N3CC2=CC=CC=C2CC3)=O)C=C1 9-(furan-3-yl)-2-methyl-3-(3-(1,2,3,4-tetrahydroisoquinoline-2-carbonyl)phenyl)-5,6-dihydro-2H-2,6-methanobenzo[g][1,3,5]oxadiazocin-4(3H)-one